C(C)(=O)C1=C(C(=O)O)C(=CC=C1F)F 2-ACETYL-3,6-DIFLUOROBENZOIC ACID